ONC(=O)C=1C=2CN(CC2C=CC1)C=1SC=2C(=NC=CC2)N1 N-hydroxy-2-(thiazolo[4,5-b]pyridin-2-yl)isoindoline-4-carboxamide